tert-Butyl 6-(3-bromo-4-methylphenoxy)-2-azaspiro[3.4]octane-2-carboxylate BrC=1C=C(OC2CC3(CN(C3)C(=O)OC(C)(C)C)CC2)C=CC1C